ClC1=CC(=C(C2=C1C1=C(N=C(N(C1=O)CC1=CN=CO1)C1=C(C=C(C=C1)OC)C1CC1)S2)O)Cl 5,7-dichloro-2-(2-cyclopropyl-4-methoxyphenyl)-8-hydroxy-3-(oxazol-5-ylmethyl)benzo[4,5]thieno[2,3-d]pyrimidin-4(3H)-one